CN1N=C(C=C1C(=O)OCCC)NC(CCNC(C1=CC(=CC=C1)C1=NOC(=N1)C)=O)=O propyl 1-methyl-3-(3-(3-(5-methyl-1,2,4-oxadiazol-3-yl) benzoylamino) propionylamino)-1H-pyrazole-5-carboxylate